3-((7-Bromo-3-butyl-3-ethyl-1,1-dioxido-5-phenyl-2,3,4,5-tetrahydro-1,5-benzothiazepin-8-yl)oxy)propanoic acid BrC=1C(=CC2=C(N(CC(CS2(=O)=O)(CC)CCCC)C2=CC=CC=C2)C1)OCCC(=O)O